(3R,4R)-1-cyclohexyl-4-{[3-(2,4-difluoro-phenyl)-isoxazole-5-carbonyl]-amino}-piperidine-3-carboxylic acid ((R)-1-cyclobutyl-ethyl)-amide C1(CCC1)[C@@H](C)NC(=O)[C@@H]1CN(CC[C@H]1NC(=O)C1=CC(=NO1)C1=C(C=C(C=C1)F)F)C1CCCCC1